tert-butyl-[(4-fluoro-6-phenylmethoxy-2,3-dihydro-1H-inden-2-yl)methoxy]-dimethylsilane C(C)(C)(C)[Si](C)(C)OCC1CC2=CC(=CC(=C2C1)F)OCC1=CC=CC=C1